CC=1CCC(C(C1)C=1C(=C(C(=CC1O)CCCCC)S(=O)(=O)C=1C=NC=CC1)O)C(=C)C 5'-methyl-4-pentyl-2'-(prop-1-en-2-yl)-3-(pyridin-3-ylsulfonyl)-1',2',3',4'-tetrahydro-[1,1'-biphenyl]-2,6-diol